ClC(C1=NC(=NO1)C1=CC=C(CN(C=2C(C(C2NCCC(F)(F)F)=O)=O)C)C=C1)(F)F 3-((4-(5-(chlorodifluoromethyl)-1,2,4-oxadiazol-3-yl)benzyl)(methyl)amino)-4-((3,3,3-trifluoropropyl)amino)cyclobut-3-ene-1,2-dione